(2S)-2-[[(2S,3R)-3-tert-butoxy-2-[(2,2,2-trifluoroacetyl)amino]butanoyl]amino]-3-(1-fluorocyclopropyl)propanoic acid C(C)(C)(C)O[C@@H]([C@@H](C(=O)N[C@H](C(=O)O)CC1(CC1)F)NC(C(F)(F)F)=O)C